ClC=1N=CC=C2C=CC(=NC12)NC12CCC(CC1)(CC2)[C@H](C)NS(=O)C(C)(C)C N-((S)-1-(4-((8-chloro-1,7-naphthyridin-2-yl)amino)bicyclo[2.2.2]octan-1-yl)ethyl)-2-methylpropan-2-sulfinamide